OC=1C=CC=NC1O 5,6-dihydroxypyridine